ClC=1N(C(N(C1C1=CC=C(C=C1)Cl)C[C@@H](C(F)(F)F)O)=O)CC1=NN(C(=N1)[C@H](C)O)C1=C(C=C(C=C1)F)Cl 4-chloro-5-(4-chlorophenyl)-3-((1-(2-chloro-4-fluorophenyl)-5-((S)-1-hydroxyethyl)-1H-1,2,4-triazol-3-yl)methyl)-1-((S)-3,3,3-trifluoro-2-hydroxypropyl)-1,3-dihydro-2H-imidazol-2-one